(R)-2-chloro-N-(2-(difluoromethyl)-6-((1-methylazetidin-3-yl)oxy)pyridin-4-yl)-8-methyl-8-(trifluoromethyl)-7,8-dihydro-6H-pyrazolo[1,5-a]pyrrolo[2,3-e]pyrimidine-6-carboxamide ClC1=NN2C(N=CC3=C2[C@@](CN3C(=O)NC3=CC(=NC(=C3)OC3CN(C3)C)C(F)F)(C(F)(F)F)C)=C1